O1CCC2=C1C=C(C=C2)C=2C(=NC(=NC2)NC=2C=NN(C2)C)NC=2C=C(C=CC2F)NC(\C=C\CN(C)C)=O (E)-N-(3-((5-(2,3-dihydrobenzofuran-6-yl)-2-((1-methyl-1H-pyrazol-4-yl)amino)pyrimidin-4-yl)amino)-4-fluorophenyl)-4-(dimethylamino)but-2-enamide